tert-butyl 3-(1-(2-hydroxyethyl)piperidin-3-yl)azetidine-1-carboxylate OCCN1CC(CCC1)C1CN(C1)C(=O)OC(C)(C)C